5-nitrophenol [N+](=O)([O-])C=1C=CC=C(C1)O